1-(2,6-dioxopiperidin-3-yl)-3-(3-methoxyphenyl)urea O=C1NC(CCC1NC(=O)NC1=CC(=CC=C1)OC)=O